C(=C)P(=O)(C=C)C1=CC=C(C=C1)C=1C(=NC=CC1)NC1=CC=C(C=C1)S(F)(F)(F)(F)F 3-(4-divinylphosphorylphenyl)-N-[4-(pentafluorosulfanyl)phenyl]pyridin-2-amine